CC1=C(C=NN1)CC1=CC=C(C=C1)C=C(C)C 5-methyl-4-{[4-(2-methylpropa-1-en-1-yl)-phenyl]methyl}-1H-pyrazole